N-{[4-(3,3-difluorocyclobutyl)-3-fluorophenyl](phenyl)methyl}-4-fluoropyrrolidine-2-carboxamide FC1(CC(C1)C1=C(C=C(C=C1)C(NC(=O)C1NCC(C1)F)C1=CC=CC=C1)F)F